dibutylbismuthanylsulfanyl(dibutyl)bismuthane C(CCC)[Bi](CCCC)S[Bi](CCCC)CCCC